2-(1H-indol-5-yl)-4-(3,4,5-trimethoxyphenyl)-1H-imidazo[4,5-c]pyridine N1C=CC2=CC(=CC=C12)C=1NC2=C(C(=NC=C2)C2=CC(=C(C(=C2)OC)OC)OC)N1